N-(2-carboxyethyl)-2-hydroxy-N,N-dimethyl-ethanaminium C(=O)(O)CC[N+](CCO)(C)C